2-(2-Chlorophenyl)-3-(furan-2-yl)-9-(1-methyl-1H-pyrazol-4-yl)imidazo[2,1-f][1,6]naphthyridine ClC1=C(C=CC=C1)C=1N=C2C=3C=C(C=NC3C=CN2C1C=1OC=CC1)C=1C=NN(C1)C